ClC=1C=C(CN2N=C3C4=C(CCC3=C2)OC(=C4C)C(=O)NCCN4CCCC4)C=CC1 2-(3-chlorobenzyl)-8-methyl-N-[2-(pyrrolidin-1-yl)ethyl]-4,5-dihydro-2H-furo[2,3-g]indazole-7-carboxamide